N[C@H]1[C@@H](CCCC1)C1=C(C2=NC(=CC(=C2S1)NCC=1SC=CC1)Cl)C1=CC=CC=C1 2-((1R,2R)-2-aminocyclohexyl)-5-chloro-3-phenyl-N-(thiophen-2-ylmethyl)thieno[3,2-b]pyridin-7-amine